4-(((cyclopropylmethyl)carbamoyl)oxy)piperidine-1-carboxylic acid tert-butyl ester C(C)(C)(C)OC(=O)N1CCC(CC1)OC(NCC1CC1)=O